FC1=C(C(=C(C(=C1[B-](C1=C(C(=C(C(=C1F)F)F)F)F)(C1=C(C(=C(C(=C1F)F)F)F)F)C1=C(C(=C(C(=C1F)F)F)F)F)F)F)F)F.C[NH+](C1=CC=C(C=C1)CCCCCCCCCCCCCCCCCCC)CCCCCCCCCCCCCCCCCC N-methyl-4-nonadecyl-N-octadecylanilinium [tetrakis(pentafluorophenyl)borate]